8-Bromo-4-(2,4-dimethoxybenzyl)-2-(trifluoromethyl)-3,4-dihydro-2H-pyrido[4,3-b][1,4]oxazine BrC1=CN=CC2=C1OC(CN2CC2=C(C=C(C=C2)OC)OC)C(F)(F)F